2-bromo-6-isopropoxy-4-methylpyridine BrC1=NC(=CC(=C1)C)OC(C)C